(1R,3S,5R)-N-(3-chloro-2-fluorophenylmethyl)-2-azabicyclo[3.1.0]Hexane-3-carboxamide ClC=1C(=C(C=CC1)CNC(=O)[C@H]1N[C@@H]2C[C@@H]2C1)F